C(C)C=1C(NC=2C=C(C=NC2C1)CN1CCN(CC1)C1=CC(=C(C(=O)NC2CN(C2)C)C=C1)F)=O 4-(4-((7-ethyl-6-oxo-5,6-dihydro-1,5-naphthyridin-3-yl)methyl)piperazin-1-yl)-2-fluoro-N-(1-methylazetidin-3-yl)benzamide